[Si](C1=CC=CC=C1)(C1=CC=CC=C1)(C(C)(C)C)O[C@@H]1[C@@H]([C@H]([C@H](C1)C(CO)C1OCCO1)C1OCCO1)C 2-((1S,2S,3R,4S)-4-((tert-butyldiphenylsilyl)oxy)-2-(1,3-dioxolan-2-yl)-3-methylcyclopentyl)-2-(1,3-dioxolan-2-yl)ethan-1-ol